allyl (2R,5S)-5-methyl-2-[2-[(2S)-2-(dimethylamino)propyl]-1,3-benzothiazol-5-yl]piperidine-1-carboxylate C[C@H]1CC[C@@H](N(C1)C(=O)OCC=C)C=1C=CC2=C(N=C(S2)C[C@H](C)N(C)C)C1